C(#N)CCOC(=O)C1=C(NC2=C(C=NC(=C2C1C1=CC=C(C=2OCOC21)C#N)OCC)C)C.ClC2=CC=C(C=C2)CCCC=O 4-(4-chlorophenyl)butanal 2-Cyanoethyl-4-(7-cyanobenzo[d][1,3]dioxol-4-yl)-5-ethoxy-2,8-dimethyl-1,4-dihydro-1,6-naphthyridine-3-carboxylate